1-(5-[(5-chlorothiophen-2-yl)methyl]amino-3-[1-(morpholine-4-carbonyl)pyrrolidin-3-yl]-1H-pyrazol-1-yl)-2,2-dimethylpropan-1-one ClC1=CC=C(S1)CNC1=CC(=NN1C(C(C)(C)C)=O)C1CN(CC1)C(=O)N1CCOCC1